C1=CC=C(C=C1)[C@H]([C@@H](C2=CC=CC=C2)N)N (1R,2R)-(+)-1,2-diphenylethylenediamine